[Si].[Fe].[Cr] chromium-iron-silicon